2-(trifluoromethyl)spiro[3.3]heptane FC(C1CC2(C1)CCC2)(F)F